CS(=O)(=O)CN1N=C(C=2C=NC(=CC21)C(=O)N2CC1CCC(C2)O1)C=1C=NN2C1C=CC=C2 (1-methanesulfonylmethyl-3-pyrazolo[1,5-a]pyridin-3-yl-1H-pyrazolo[4,3-c]pyridin-6-yl)-(8-oxa-3-aza-bicyclo[3.2.1]oct-3-yl)-methanone